(3S)-3-[2-(difluoromethyl)pyridin-4-yl]-1,2-oxazolidine-2-carboxylic acid tert-butyl ester C(C)(C)(C)OC(=O)N1OCC[C@H]1C1=CC(=NC=C1)C(F)F